C(CCCCCCCCCCCCC)(=O)NCCC(=O)[O-].[Na+] sodium N-myristoyl-β-aminopropionate